NC=1C=C(OC2=C(N=CC(=N2)NC=2C=NN(C2)C)Cl)C=CC1 6-(3-aminophenoxy)-5-chloro-N-(1-methyl-1H-pyrazol-4-yl)pyrazin-2-amine